phenyl-(2-hydroxy-2-propyl) ketone C1(=CC=CC=C1)C(=O)C(C)(C)O